N-(4-Methyl-3-{4-[5-(4-methyl-isoxazol-5-yl)-pyridin-3-yl]-pyrimidin-2-ylamino}-phenyl)-4-(1-methyl-pyrrolidin-3-yl)-2-trifluoromethyl-benzamide CC1=C(C=C(C=C1)NC(C1=C(C=C(C=C1)C1CN(CC1)C)C(F)(F)F)=O)NC1=NC=CC(=N1)C=1C=NC=C(C1)C1=C(C=NO1)C